C1(CC1)C1=NC=NC(=C1C=1N=CC2=C(N1)C(=CS2)CC2=CC=C(C=C2)C=2N(C=C(N2)C(F)(F)F)C(C)C)OC 2-(4-cyclopropyl-6-methoxypyrimidin-5-yl)-7-(4-(1-isopropyl-4-(trifluoromethyl)-1H-imidazol-2-yl)benzyl)thieno[3,2-d]pyrimidine